C(C)(=O)NC1=CC=C(C=C1)N(S(=O)(=O)F)S(=O)(=O)F (4-Acetamidophenyl)(fluorosulfonyl)sulfamoyl fluoride